BrC=1C(=C(C=C2COCC12)NC(SCC)=NC(OCC)=O)F ethyl (((7-bromo-6-fluoro-1,3-dihydroisobenzofuran-5-yl)amino)(ethylthio)methylene)carbamate